N1=NC(=NC=C1)N1C[C@@H](CC1)NC(OC(C)(C)C)=O tert-Butyl N-[(3R)-1-(1,2,4-triazin-3-yl)pyrrolidin-3-yl]carbamate